FC1=C(C(=O)O)C=C(C(=C1)C1(NC(NC1=O)=O)C(C)C)OC 2-fluoro-4-(4-isopropyl-2,5-dioxoimidazolidin-4-yl)-5-methoxybenzoic acid